N2-[(R,2S)-2,3-dihydro-2,6-dimethyl-1H-inden-1-yl]-6-(1-fluoroethyl)-1,3,5-triazine-2,4-diamine C[C@@H]1[C@H](C2=CC(=CC=C2C1)C)NC1=NC(=NC(=N1)N)C(C)F